3-(2-ethylhexyloxy)propyl isocyanate C(C)C(COCCCN=C=O)CCCC